C(CCCC)(=O)O pentanoyl alcohol